3'-O-(azidomethyl)-2'-deoxyuridine N(=[N+]=[N-])CO[C@H]1C[C@@H](O[C@@H]1CO)N1C(=O)NC(=O)C=C1